(S)-4-amino-5-((2-fluoro-benzoyl-4-bromophenyl)amino)-5-oxopentanoic acid methyl ester COC(CC[C@@H](C(=O)NC1=C(C=C(C=C1)Br)C(C1=C(C=CC=C1)F)=O)N)=O